rac-(1R,2S,6R)-2-(4-bromophenyl)-6-(hydroxymethyl)-4-(methoxymethyl)cyclohexane-1-carboxylic acid BrC1=CC=C(C=C1)[C@@H]1[C@H]([C@@H](CC(C1)COC)CO)C(=O)O |r|